(E)-2-methyl-N'-(2-methylpropylidene)benzohydrazide CC1=C(C(=O)N/N=C/C(C)C)C=CC=C1